C(C)(C)(C)OC(=O)N[C@H]1CSC2=C(N(C1=O)CC1=CC=C(C=C1)Cl)C=C(C=C2)C(=O)O (3R)-3-(tert-Butoxycarbonylamino)-5-[(4-chlorophenyl)methyl]-4-oxo-2,3-dihydro-1,5-benzothiazepine-7-Formic acid